ALPHA-TERPINYL ACETATE CC1=CCC(CC1)C(C)(C)OC(=O)C